OCC(C(=O)N)CC 2-(hydroxymethyl)butanamide